2-(isopropylamino)-2-oxoethyl 4-isocyanobenzoate [N+](#[C-])C1=CC=C(C(=O)OCC(=O)NC(C)C)C=C1